(aminoethylaminoethyl)phenetyltrimethoxysilane NCCNCCCO[Si](OC)(OC)C1=CC=C(C=C1)OCC